13-docosyl-trimethyl-ammonium chloride [Cl-].CCCCCCCCCCCCC(CCCCCCCCC)[N+](C)(C)C